N-(4-fluorophenyl)-4-hydroxy-6-oxo-2-(6-trifluoromethylpyridin-3-yl)-1,2,5,6-tetrahydropyridin-5-thioamide FC1=CC=C(C=C1)NC(=S)C1C(=CC(NC1=O)C=1C=NC(=CC1)C(F)(F)F)O